(1-adamantylmethyl)-5-methyl-4-(4,4,5,5-tetramethyl-1,3,2-dioxaborolan-2-yl)pyrazole C12(CC3CC(CC(C1)C3)C2)CC2=NNC(=C2B2OC(C(O2)(C)C)(C)C)C